CC=1C=CC(=C(C1)O)C1=C2C(=C(N=N1)N[C@H]1CN(CCC1)C)NC=N2 (R)-5-methyl-2-(7-((1-methylpiperidin-3-yl)amino)-1H-imidazo[4,5-d]pyridazin-4-yl)phenol